CON(C(=O)C1[C@H]2CN(C[C@@H]12)C(=O)OC(C)(C)C)C tert-butyl (1R,5S,6r)-6-(methoxy(methyl)carbamoyl)-3-azabicyclo[3.1.0]hexane-3-carboxylate